Beta-oxoacrylamide methyl-6-(bromo(4-(tert-butoxycarbonyl)phenyl)methyl)picolinate COC(C1=NC(=CC=C1)C(C1=CC=C(C=C1)C(=O)OC(C)(C)C)Br)=O.O=C=CC(=O)N